[N-](S(=O)(=O)C(F)(F)F)S(=O)(=O)C(F)(F)F.CN1CN(C=C1)CCOCC 1-methyl-3-ethoxyethylimidazole bis(trifluoromethanesulfonyl)imide salt